CC1CCNCC1 4-methylpiperidin